OC=1C=C(C(=O)NC2CCN(CC2)C(=O)OC[C@]2([C@@H](N3C(C[C@H]3S2(=O)=O)=O)C(=O)O)C)C=CC1O (2S,3R,5R)-3-(((4-(3,4-dihydroxybenzamido)piperidine-1-carbonyl)oxy)methyl)-3-methyl-7-oxo-4-thia-1-azabicyclo[3.2.0]heptane-2-carboxylic acid 4,4-dioxide